OC1=C(C=CC=C1)C1=CC(=CN=N1)N1CCC(CC1)(C(=O)O)C1=NN(C=C1)C 1-(6-(2-hydroxyphenyl)pyridazin-4-yl)-4-(1-methyl-1H-pyrazol-3-yl)piperidine-4-carboxylic acid